bis(1-oxyl-2,2,6,6-tetramethylpiperidine-4-yl)isophthalate ON1C(CC(CC1(C)C)OC(C1=CC(C(=O)OC2CC(N(C(C2)(C)C)O)(C)C)=CC=C1)=O)(C)C